N-(4-Vinylbenzyl)-N,N,N-Tri-n-Pentylammonium Thiocyanate [S-]C#N.C(=C)C1=CC=C(C[N+](CCCCC)(CCCCC)CCCCC)C=C1